C(#N)\C(\C(=O)NC(OCC)=O)=N/NC1=CC(=C(C(=C1)Cl)OC=1C=C2C=C(C=NC2=CC1)C)Cl (E)-ethyl (2-cyano-2-(2-(3,5-dichloro-4-((3-methylquinolin-6-yl)oxy)phenyl)hydrazono)acetyl)carbamate